4'-(2-Fluorophenyl)-[1,1':2',1''-terphenyl]-3'-ol FC1=C(C=CC=C1)C1=C(C(=C(C=C1)C1=CC=CC=C1)C1=CC=CC=C1)O